FC(N1C=NC=C1C(=O)OC)F methyl 1-(difluoromethyl)-1H-imidazole-5-carboxylate